(R)-3-(2-((1R,4R)-2-oxo-5-azabicyclo[2.2.1]heptane-5-Carbonyl)-6-(3-methyl-1H-pyrrolo[2,3-b]pyridin-5-yl)-1,2,3,4-tetrahydroisoquinolin-8-yl)morpholine O=C1[C@H]2CN([C@@H](C1)C2)C(=O)N2CC1=C(C=C(C=C1CC2)C=2C=C1C(=NC2)NC=C1C)[C@H]1NCCOC1